ClC1=NC(=C(C(=C1C#N)C1CC1)C#N)N1CC(NCC1)=O 2-chloro-4-cyclopropyl-6-(3-oxopiperazin-1-yl)pyridine-3,5-dicarbonitrile